NC1=NC=2C=CC(=CC2C2=C1C=NN2C)C(=O)N(C)[C@@H]2COC1=C2C=CC(=C1)C#CC=1C=NN(C1C)C (S)-4-amino-N-(6-((1,5-dimethyl-1H-pyrazol-4-yl)ethynyl)-2,3-dihydrobenzofuran-3-yl)-N,1-dimethyl-1H-pyrazolo[4,3-c]quinoline-8-carboxamide